5-(1-phenylcyclopropyl)thiazole-2-carboxylic acid C1(=CC=CC=C1)C1(CC1)C1=CN=C(S1)C(=O)O